N1CC[C@H](CCC1)N1C(=NC2=C3CC[C@@H](N(C3=CC=C21)C(=O)OC)C)[C@@H](CN2N=CC(=C2)Cl)C methyl (S)-3-((S)-azepan-4-yl)-2-((R)-1-(4-chloro-1H-pyrazol-1-yl)propan-2-yl)-7-methyl-3,7,8,9-tetrahydro-6H-imidazo[4,5-f]quinoline-6-carboxylate